OC1=C(C=C(C=C1)C)C1=C(CCC2N(CCCC2)C)C=CC=C1 2-[2-(2-hydroxy-5-methyl-phenyl)-phenethyl]-N-methylpiperidine